FC1=C(C=CC(=C1)F)N1CC(CC1=O)C(=O)NC1CCC2=CC=CC=C12 1-(2,4-difluorophenyl)-N-[indan-1-yl]-5-oxopyrrolidine-3-carboxamide